(R)-N-(4-(chlorodifluoromethoxy)phenyl)-6-(3-hydroxypyrrolidin-1-yl)-5-((4-(trifluoromethoxy)pyridin-3-yl)amino)nicotinamide ClC(OC1=CC=C(C=C1)NC(C1=CN=C(C(=C1)NC=1C=NC=CC1OC(F)(F)F)N1C[C@@H](CC1)O)=O)(F)F